7β-[(Z)-2-(5-amino-1,2,4-thiadiazol-3-yl)-2-(1-carboxy-1-methylethoxyimino)acetamido]-3-{3-amino-4-[3-(2-aminoethyl)ureido]-2-methyl-1-pyrazolio}methyl-3-cephem-4-carboxylate NC1=NC(=NS1)/C(/C(=O)N[C@H]1[C@@H]2N(C(=C(CS2)C[N+]=2N(C(=C(C2)NC(=O)NCCN)N)C)C(=O)[O-])C1=O)=N/OC(C)(C)C(=O)O